((R)-1-((R)-4-morpholino-4-oxo-2-(phenylsulfonamido)butanamido)-4-phenylbutyl)boronic acid O1CCN(CC1)C(C[C@H](C(=O)N[C@@H](CCCC1=CC=CC=C1)B(O)O)NS(=O)(=O)C1=CC=CC=C1)=O